2-amino-6-(2-hydroxyacetamido)hexanoic acid NC(C(=O)O)CCCCNC(CO)=O